hexafluoro(tricyclohexylphosphine) FC1C(C(C(CC1)(P(C1CCCCC1)C1CCCCC1)F)(F)F)(F)F